5,8-dimethylnaphthalene-2-yl methacrylate C(C(=C)C)(=O)OC1=CC2=C(C=CC(=C2C=C1)C)C